N-(5-(((2S,4R)-4-((6-(azetidin-1-yl)pyrimidin-4-yl)oxy)-2-methylpyrrolidin-1-yl)methyl)thiazol-2-yl)acetamide N1(CCC1)C1=CC(=NC=N1)O[C@@H]1C[C@@H](N(C1)CC1=CN=C(S1)NC(C)=O)C